(S)-2-(methylamino)-3-(1H-1,2,3-triazol-4-yl)propanoic acid CN[C@H](C(=O)O)CC=1N=NNC1